4-((4-(5-(trifluoromethyl)-1,2,4-oxadiazol-3-yl)phenyl)imino)-1,4lambda6-oxathiane 4-oxide FC(C1=NC(=NO1)C1=CC=C(C=C1)N=S1(CCOCC1)=O)(F)F